C1(CC1)C(CC(=O)N1CCN(CC1)C(=O)OC(C)(C)C)=O tert-butyl 4-(3-cyclopropyl-3-oxo-propanoyl)piperazine-1-carboxylate